C(#N)C1=CC=C(C=C1)NC=1N=C(C2=C(N1)CCN(C2)C(CN2CCC(CC2)(F)F)=O)OC2=C(C=C(C#N)C=C2C)C 4-({2-[(4-cyanophenyl)amino]-6-[2-(4,4-difluoropiperidin-1-yl)acetyl]-5H,6H,7H,8H-pyrido[4,3-d]pyrimidin-4-yl}oxy)-3,5-dimethylbenzonitrile